C(C1=CC=CC=C1)=C1C(N(C2=CC=C(C=C12)NC1=NC=NC2=CC(=C(C=C12)OC)OC)C)=O 3-benzylidene-5-(6,7-dimethoxyquinazolin-4-ylamino)-1-methylindolin-2-one